N(=[N+]=[N-])C1=NC(=C2N=CN(C2=N1)[C@H]1[C@H]([C@@H]([C@H](O1)COC(C(=O)O)(C(=O)O)CC1=CC(=CC=C1)C#N)O)F)NC(=O)OC(C)(C)C 2-(((2R,3R,4S,5R)-5-(2-azido-6-((tert-butoxy-carbonyl)amino)-9H-purin-9-yl)-4-fluoro-3-hydroxytetrahydrofuran-2-yl)methoxy)-2-(3-cyanobenzyl)malonic acid